9,10-dihydro-9,9-dimethyl-10-(9-phenyl-9H-carbazol-3-yl)-acridine CC1(C2=CC=CC=C2N(C=2C=CC=CC12)C=1C=CC=2N(C3=CC=CC=C3C2C1)C1=CC=CC=C1)C